5-{3-[3-(2-Aminoethyl)piperidin-1-yl]-4-(trifluoromethyl)phenyl}-1,3,4-oxadiazol-2(3H)-one NCCC1CN(CCC1)C=1C=C(C=CC1C(F)(F)F)C1=NNC(O1)=O